O1CCN(CC1)CCN1N=CC=C1C(=O)N 1-(2-morpholinoethyl)-1H-pyrazole-5-carboxamide